5-(2-fluoro-6-hydroxy-4-((pyridin-2-ylamino)methyl)phenyl)-1,2,5-thiadiazolidin-3-one 1,1-dioxide FC1=C(C(=CC(=C1)CNC1=NC=CC=C1)O)N1CC(NS1(=O)=O)=O